ClC1=C(C(=CC=C1)F)NC(=O)C1=CC(=C(C=C1O[C@H](C(F)(F)F)C)C1(N(CC1)C(=O)N)CO)F (4-((2-chloro-6-fluorophenyl)carbamoyl)-2-fluoro-5-(((S)-1,1,1-trifluoropropan-2-yl)oxy)phenyl)-2-(hydroxymethyl)azetidine-1-carboxamide